C(CCC)SC=1N=C(C2=C(N1)SC(=C2)C)N[C@H]2[C@@H](C2)C2=CC(=C(C=C2)F)F 2-(butylthio)-N-((1R,2S)-2-(3,4-difluorophenyl)cyclopropyl)-6-methylthieno[2,3-d]pyrimidin-4-amine